C1(=CC=C(C=C1)[SH+]C1=CC=C(C=C1)C)C bis(p-tolyl)sulfonium